methyl 5-(1-(4-fluorophenyl)ethyl)-6-((2-(pyrrolidin-1-yl)ethyl)amino)nicotinate FC1=CC=C(C=C1)C(C)C=1C(=NC=C(C(=O)OC)C1)NCCN1CCCC1